methoxybenzofuran-2-carboxylic acid ethyl ester C(C)OC(=O)C=1OC2=C(C1OC)C=CC=C2